N1=CC(=CC=C1)CN1CCNCC1 1-(pyridin-3-ylmethyl)piperazine